[C@H]12CN(C[C@H](CC1)N2)C2=NC(=NC1=C(C(=CC=C21)C2=CC(=CC1=CC=C(C(=C21)C#C)F)O)O)OC[C@]21CCCN1C[C@@H](C2)F 4-((1R,5S)-3,8-diazabicyclo[3.2.1]octan-3-yl)-7-(8-ethynyl-7-fluoro-3-hydroxynaphthalen-1-yl)-2-(((2R,7aS)-2-fluorotetrahydro-1H-pyrrolizin-7a(5H)-yl)methoxy)quinazolin-8-ol